COC1=CC(=CC2=C1C(=NO2)NS(=O)(=O)C2=C(C=CC=C2)OC)CN2CC(CC2)C(=O)OCC ethyl 1-((4-methoxy-3-((2-methoxyphenyl)sulfonamido)benzo[d]isoxazol-6-yl)methyl)pyrrolidine-3-carboxylate